BrC1=CC=C2C(C(NC2=C1F)=O)=O 6-bromo-7-fluoroindoline-2,3-dione